(R)-(3-Aminopiperidin-1-yl)(2-(1-(cyclopropylmethyl)-5-fluoro-1H-indol-2-yl)-3,4-dihydro-5-oxa-1,2a-diazaacenaphthylen-7-yl)methanon N[C@H]1CN(CCC1)C(=O)C=1C=C2OCCN3C(=NC(C1)=C32)C=3N(C2=CC=C(C=C2C3)F)CC3CC3